ClC1=C2C(=NC=C1OC=1C=NN3C1C=CC=C3)N=C(N2C)NC=2C(N(C=C(C2)C2CC2)C=2C=NN(C2)C)=O 3-((7-chloro-1-methyl-6-(pyrazolo[1,5-a]pyridin-3-yloxy)-1H-imidazo[4,5-b]pyridin-2-yl)amino)-5-cyclopropyl-1-(1-methyl-1H-pyrazol-4-yl)pyridin-2(1H)-one